BrC=1N=CC=2N(C1)C(=CN2)C2=NC=CC(=N2)N2[C@H]([C@H](CCC2)C=2C=NNC2)C Cis-6-Bromo-3-(4-(2-methyl-3-(1H-pyrazol-4-yl)piperidin-1-yl)pyrimidin-2-yl)imidazo[1,2-a]pyrazine